FC=1C=C(C=CC1NC(CNC(=S)N1CCOCC1)=O)S(=O)(=O)N(C1=C(N=CS1)C(=O)OC(C)(C)C)CC1=CC=C(C=C1)OC Tert-butyl 5-[[3-fluoro-4-[[2-(morpholine-4-carbothioylamino)acetyl]amino]phenyl]sulfonyl-[(4-methoxyphenyl)methyl]amino]thiazole-4-carboxylate